BrCCC(CCl)Cl 1-bromo-3,4-dichlorobutane